C(CCC)(O)O (2R,2R)-butanediol